FC1=CC=C(COC2=C(C=CC=C2)[N+](=O)[O-])C=C1 1-((4-Fluorobenzyl)oxy)-2-nitrobenzene